2-{[(2S)-3-[(tert-butyldimethylsilyl)oxy]-2-({[(9H-fluoren-9-yl)methoxy]carbonyl}amino)propanamido]methoxy}acetic acid [Si](C)(C)(C(C)(C)C)OC[C@@H](C(=O)NCOCC(=O)O)NC(=O)OCC1C2=CC=CC=C2C=2C=CC=CC12